ClC1=CC(=C2C(=N1)C=C(S2)CO)NCC=2OC=CC2 (5-chloro-7-{[(furan-2-yl)methyl]amino}thieno[3,2-b]pyridin-2-yl)methanol